2-fluoro-N-methyl-4-[(7-{8-methyl-1H,2H,3H-pyrido[2,3-b][1,4]oxazin-7-yl}-5H,6H,7H,8H-pyrido[3,4-d]pyrimidin-2-yl)amino]benzamide FC1=C(C(=O)NC)C=CC(=C1)NC=1N=CC2=C(N1)CN(CC2)C2=C(C1=C(OCCN1)N=C2)C